2-(morpholin-4-yl)-7-(trifluoromethyl)-N-({5-[6-(trifluoromethyl)pyridin-3-yl]-4H-1,2,4-triazol-3-yl}methyl)imidazo[2,1-f][1,2,4]triazin-4-amine N1(CCOCC1)C1=NN2C(C(=N1)NCC1=NN=C(N1)C=1C=NC(=CC1)C(F)(F)F)=NC=C2C(F)(F)F